3-(cyclopentyloxy)-4-methoxybenzene C1(CCCC1)OC=1C=CC=CC1OC